Methyl (((1-(mesitylsulfonyl)piperidin-4-yl)oxy)carbonyl)-L-leucinate C1(=C(C(=CC(=C1)C)C)S(=O)(=O)N1CCC(CC1)OC(=O)N[C@@H](CC(C)C)C(=O)OC)C